C1(CC1)N(CCC1=C(C=C2C(C3=C(N4C2=C1CCC4)CN4C(C1=C(C=C43)[C@@](C(OC1)=O)(O)CC)=O)=O)F)C (S)-4-(2-(cyclopropyl(methyl)amino)ethyl)-9-ethyl-5-fluoro-9-hydroxy-2,3,12,15-tetrahydro-1H,7H,13H-pyrano[3',4':6,7]indolizino[2,1-b]pyridino[3,2,1-ij]quinoline-7,10,13(9H)-trione